ClC1=CC(=C(C=N1)NC(C)C)N 6-chloro-N-isopropylpyridine-3,4-diamine